tetrachloro-1,3-dioxolan-2-one ClC1(C(OC(O1)=O)(Cl)Cl)Cl